(3S)-3-((2-amino-7-(1-(tetrahydro-2H-pyran-2-yl)-1H-pyrazol-5-yl)quinolin-4-yl)amino)pyrrolidine-1-carboxylic acid tert-butyl ester C(C)(C)(C)OC(=O)N1C[C@H](CC1)NC1=CC(=NC2=CC(=CC=C12)C1=CC=NN1C1OCCCC1)N